3-(dimethylamino)-N-(3-(2-(4-(4-ethoxy-6-[(4-methoxyphenyl)methoxy]pyridin-3-yl)-2-fluorophenyl)acetamido)-5-(trifluoromethyl)phenyl)propionamide CN(CCC(=O)NC1=CC(=CC(=C1)C(F)(F)F)NC(CC1=C(C=C(C=C1)C=1C=NC(=CC1OCC)OCC1=CC=C(C=C1)OC)F)=O)C